3,5-diamino-6-(triphenylmethyl)-1,2,4-triazine NC=1N=NC(=C(N1)N)C(C1=CC=CC=C1)(C1=CC=CC=C1)C1=CC=CC=C1